diphenyl sulfoxide europium [Eu].C1(=CC=CC=C1)S(=O)C1=CC=CC=C1